CN(CC(=O)NC=1C=CC(=C(C(=O)N[C@H](C)C2=CC(=CC(=C2)C=2C=NC(=CC2)N2CCOCC2)C=2C=NN(C2)C)C1)C)C (R)-5-(2-(dimethylamino)acetamido)-2-methyl-N-(1-(3-(1-methyl-1H-pyrazol-4-yl)-5-(6-morpholinopyridin-3-yl)phenyl)ethyl)benzamide